1-(2-methoxyethyl)-1H-indol-4-amine COCCN1C=CC=2C(=CC=CC12)N